(6S)-6-(2-Chloro-3-{[3-(difluoromethoxy)pyrazin-2-yl]-amino}phenyl)-2-imino-6-methyl-3-(tetrahydropyran-4-yl)hexahydropyrimidin-4-one ClC1=C(C=CC=C1NC1=NC=CN=C1OC(F)F)[C@@]1(CC(N(C(N1)=N)C1CCOCC1)=O)C